N1(CCOCC1)CC(=O)O morpholine-acetic acid